(1R,3R,4R)-3-acetamido-N-((S)-(2,3-dichloro-6-fluoro-5-hydroxyphenyl)(4-fluoro-bicyclo[2.2.1]hept-1-yl)methyl)-4-fluorocyclopentane-1-carboxamide C(C)(=O)N[C@@H]1C[C@H](C[C@H]1F)C(=O)N[C@@H](C12CCC(CC1)(C2)F)C2=C(C(=CC(=C2F)O)Cl)Cl